C(#N)C[C@H]1CN(CCN1)C1=CC(=NC(=N1)N1CCN(CC1)CCO)C(=O)NC1=CC(=CC2=CC=CC=C12)O 6-[(3S)-3-(cyanomethyl)piperazin-1-yl]-2-[4-(2-hydroxyethyl)piperazin-1-yl]-N-(3-hydroxy-1-naphthyl)pyrimidine-4-carboxamide